5-hydroxypentyl 5-hydroxypentanoate OCCCCC(=O)OCCCCCO